5-(2-methoxythienyl)-2,2-dimethyl-2H-furo[3,4-h]chromen-7(9H)-one COC=1SC=CC1C1=C2C=CC(OC2=C2C(=C1)C(OC2)=O)(C)C